1-[(1r,4r)-4-({2-[2,6-dioxopiperidin-3-yl]-1,3-dioxoisoindol-4-yl}(methyl)amino)cyclohexanecarbonyl]piperidine-4-carboxylic acid O=C1NC(CCC1N1C(C2=CC=CC(=C2C1=O)N(C1CCC(CC1)C(=O)N1CCC(CC1)C(=O)O)C)=O)=O